3-(5-((trans-3-(3-cyclopropyl-4-(1-methyl-1H-pyrazolo[4,3-c]pyridin-6-yl)-1H-pyrazol-1-yl)cyclobutyl)ethynyl)-1-oxoisoindolin-2-yl)piperidine-2,6-dione C1(CC1)C1=NN(C=C1C1=CC2=C(C=N1)C=NN2C)[C@@H]2C[C@H](C2)C#CC=2C=C1CN(C(C1=CC2)=O)C2C(NC(CC2)=O)=O